6-methyl-4-[(1-methylcyclopropyl)amino]-N-(4-methylpyridin-2-yl)furo[2,3-d]pyrimidine-5-carboxamide CC1=C(C2=C(N=CN=C2NC2(CC2)C)O1)C(=O)NC1=NC=CC(=C1)C